((1-(5-fluoro-1H-pyrrolo[2,3-b]pyridin-3-yl)-6-oxo-1,6-dihydropyridazin-3-yl)amino)-2-methylpropanoic acid FC=1C=C2C(=NC1)NC=C2N2N=C(C=CC2=O)NC(C(=O)O)(C)C